F[C@@H]1[C@@H](C1)N (cis)-2-fluorocyclopropan-1-amine